ClC=1C=C2C(=NC1)NC=C2C=2N=CC1=C(N2)N(C=C1F)C1CC2CCC1CC2 3-(2-(5-Chloro-1H-pyrrolo[2,3-b]pyridin-3-yl)-5-fluoro-7H-pyrrolo[2,3-d]pyrimidin-7-yl)bicyclo[2.2.2]octan